9-(4-bromophenyl)-10-(hydroxymethyl)-N-(4-methoxyphenyl)-1,6-diazabicyclo[6.2.0]dec-3-ene-6-carboxamide BrC1=CC=C(C=C1)C1C2CN(CC=CCN2C1CO)C(=O)NC1=CC=C(C=C1)OC